3-[(3-Chlorophenyl)sulfanyl]-5,6-dimethylpyridazine-4-carboxylic acid ClC=1C=C(C=CC1)SC=1N=NC(=C(C1C(=O)O)C)C